BrC=1C=CC(=C(C1)O)C=1C=2N(C(=NN1)N[C@H]1CN(CCC1)CC)C=NC2 5-bromo-2-(4-{[(3R)-1-ethylpiperidin-3-yl]amino}imidazo[1,5-d][1,2,4]triazin-1-yl)phenol